[C@@H]12[C@H](C[C@@H](CC1)O2)N(C(=O)C2=C(OC=1C=NC=[N+](C1)[O-])C=CC(=C2)F)C(C)C 5-(2-(((1S,2S,4R)-7-oxabicyclo[2.2.1]hept-2-yl)(isopropyl)carbamoyl)-4-fluorophenoxy)pyrimidine 1-oxide